OC(C([C@H]1CC[C@H]2[C@@H]3CC[C@@H]4CCCC[C@]4(C)[C@H]3CC[C@]12C)=O)O dihydroxy-5β-pregnan-20-one